FC1=C(C=CC=C1F)C1=C(SC(=C1)CCCOC)C1=C(C(=O)O)C=CC=C1 2-(3-(2,3-difluorophenyl)-5-(3-methoxypropyl)thiophen-2-yl)benzoic acid